N-(2-(3,3-dimethyl-2-phenylcyclobut-1-enyl)-5-bromophenyl)acetamide CC1(C(=C(C1)C1=C(C=C(C=C1)Br)NC(C)=O)C1=CC=CC=C1)C